ClC1=C(C(=O)Cl)C=C(C(=C1C)F)[N+](=O)[O-] 2-chloro-4-fluoro-3-methyl-5-nitrobenzoyl chloride